C1(=CC=CC=C1)C=1C=C(C2=CC=CC=C2C1)N1[13C](=CC2=CC=CC=C12)C1=CC=C(C=C1)C#N N-(3-phenylnaphthyl)-2-(4-cyanophenyl)-indole-13C